C(CCCC)(=O)O[C@H]1CC[C@@H]2[C@@]1(CC[C@@H]1[C@]3(CCC=4N=C(SC4C3=CC[C@@H]21)NN2CCN(CC2)C)C)C (5aR,5bS,7aS,8S,10aS,10bR)-5a,7a-dimethyl-2-((4-methylpiperazin-1-yl)amino)-5,5a,5b,6,7,7a,8,9,10,10a,10b,11-dodecahydro-4H-cyclopenta[7,8]phenanthro[2,1-d]thiazol-8-yl pentanoate